ClC=1C=CC(=C(C(=O)NC23CC(C2)(C3)C#N)C1)NS(=O)(=O)C(C)(C)C 5-chloro-N-(3-cyanobicyclo[1.1.1]pentan-1-yl)-2-((1,1-dimethylethyl)sulfonamido)benzamide